N-(4-methylphenyl)-3-nitropyridin-2-amine CC1=CC=C(C=C1)NC1=NC=CC=C1[N+](=O)[O-]